OCCN1CCN(CC1)C1CCCC2CC[C@H]3[C@@H]4CC[C@H]([C@@H](CCC=O)C)[C@]4(CC[C@@H]3[C@@]12C)C 1-[4-(2-hydroxyethyl)piperazin-1-yl]cholanone